7-(6-chloroimidazo[1,2-b]pyridazin-8-yl)-2-oxa-7-azaspiro[4.4]nonane ClC=1C=C(C=2N(N1)C=CN2)N2CC1(CCOC1)CC2